2-chlorobenzene ClC1=CC=CC=C1